FC1(CCN(CC1)[C@H]1C[C@H](N(C1)C(=O)OCC1C2=CC=CC=C2C=2C=CC=CC12)C(=O)O)F (2S,4S)-4-(4,4-difluoro-1-piperidyl)-1-(9H-fluoren-9-ylmethoxycarbonyl)pyrrolidine-2-carboxylic acid